benzyl-oxymethyl chloride C(C1=CC=CC=C1)OCCl